CC1=C(C=C(C(=O)O)C=C1)NS(=O)(=O)C1=CC=C(C=C1)C 4-methyl-3-((4-methylphenyl)sulfonylamino)benzoic acid